[1,2,3]triazolo[1,5-a]pyridine N1=NC=C2N1C=CC=C2